C(C1=CC=CC=C1)OC1=CC(=C(C(=O)OC)C=C1C1OCCO1)NC(=O)OC(C)(C)C methyl 4-(benzyloxy)-2-[(tert-butoxycarbonyl)amino]-5-(1,3-dioxolan-2-yl)benzoate